ethyl 2-({6-[(1,3-benzothiazol-2-yl) amino]-5-methylpyridazin-3-yl} (propyl) amino)-1,3-thiazole-4-carboxylate S1C(=NC2=C1C=CC=C2)NC2=C(C=C(N=N2)N(C=2SC=C(N2)C(=O)OCC)CCC)C